ammonium fluoroantimonate F[Sb-](F)(F)(F)(F)F.[NH4+]